C1(CC1)C=1C=NC(=C(C(=O)O)C1)NC=1C=C2C=CN(C2=CC1)CC1=CC(=CC=C1)C(F)(F)F 5-cyclopropyl-2-((1-(3-(trifluoromethyl)benzyl)-1H-indol-5-yl)amino)nicotinic acid